5-bromo-3-(ethylthio)pyridinenitrile BrC=1C=C(C(=NC1)C#N)SCC